(4-amino-7-fluoroimidazo[1,5-a]quinoxalin-8-yl)((2S,5S)-2-methyl-5-(5-(trifluoromethyl)pyridin-2-yl)morpholino)methanone NC=1C=2N(C3=CC(=C(C=C3N1)F)C(=O)N1C[C@@H](OC[C@@H]1C1=NC=C(C=C1)C(F)(F)F)C)C=NC2